4-[2-[2-[1-[(4-methylphenyl)methyl]-5-oxopyrrolidin-2-yl]acetyl]oxyethoxy]benzoic acid CC1=CC=C(C=C1)CN1C(CCC1=O)CC(=O)OCCOC1=CC=C(C(=O)O)C=C1